C(#N)C=1C=C2C(=C(C(N(C2=CC1OC1COCC1)C)=O)C(=O)N)N1CCC(CC1)C=1OC2=C(N1)C=C(C=C2)C 6-cyano-1-methyl-4-[4-(5-methyl-1,3-benzooxazol-2-yl)piperidin-1-yl]-2-oxo-7-[(oxolan-3-yl)oxy]-1,2-dihydroquinoline-3-carboxamide